FC1(CCN(CCC1)C1=NC(=C(C=C1C=1NC(=C(C(C1C(=O)O)=O)C)C)C)C(F)(F)F)F 2-[2-(4,4-difluoroazepan-1-yl)-5-methyl-6-(trifluoromethyl)-3-pyridyl]-5,6-dimethyl-4-oxo-1H-pyridine-3-carboxylic acid